1,2-epoxy-6-heptene C1C(CCCC=C)O1